6-((2-(2,6-dioxopiperidin-3-yl)-3-oxoisoindolin-5-yl)oxy)hexanoic acid O=C1NC(CCC1N1CC2=CC=C(C=C2C1=O)OCCCCCC(=O)O)=O